C[Si](CCOC(NC1(CC1)CO)=O)(C)C (1-hydroxymethyl-cyclopropyl)-carbamic acid 2-trimethylsilyl-ethyl ester